O=C1N(C=CC(N1)=O)[C@H]1[C@@H]([C@@H]([C@@](O1)(F)COP(=O)(O)N([C@@H](C)C(=O)O)C)O)O N-((((2S,3S,4R,5R)-5-(2,4-dioxo-3,4-dihydropyrimidin-1(2H)-yl)-2-fluoro-3,4-dihydroxytetrahydrofuran-2-yl)methoxy)(hydroxy)phosphoryl)-N-methyl-L-alanine